CC(CC(C(C(C(=O)[O-])(CC(C(C)(C)C)C)CC(C(C)(C)C)C)(O)C(=O)[O-])C(=O)[O-])C(C)(C)C tri(2,3,3-trimethyl-1-butyl)citrate